(2S,4R)-1-(2-(3-acetyl-7-((dimethylamino)methyl)-5-(2-methylpyrimidin-5-yl)-1H-indazol-1-yl)acetyl)-N-(6-bromopyridin-2-yl)-4-fluoropyrrolidine-2-carboxamide C(C)(=O)C1=NN(C2=C(C=C(C=C12)C=1C=NC(=NC1)C)CN(C)C)CC(=O)N1[C@@H](C[C@H](C1)F)C(=O)NC1=NC(=CC=C1)Br